C(#N)[C@H]1N(CCOC1)CC1=CC=C(C=C1)C=1C=C(C=2N=CN=C(C2N1)N[C@@H]1CNCCC1)C(=O)N 6-(4-{[(3R)-3-cyanomorpholin-4-yl]methyl}phenyl)-4-{[(3S)-piperidin-3-yl]amino}pyrido[3,2-d]pyrimidine-8-carboxamide